3-chloro-4-cyclopropyl-5-(4-(4-methylpiperidin-4-yl)-8-fluoro-2-(((2R,7aS)-2-fluorotetrahydro-1H-pyrrolizin-7a(5H)-yl)methoxy)pyrido[4,3-d]pyrimidin-7-yl)phenol ClC=1C=C(C=C(C1C1CC1)C1=C(C=2N=C(N=C(C2C=N1)C1(CCNCC1)C)OC[C@]12CCCN2C[C@@H](C1)F)F)O